N-(2-(6-(2,6-dichloro-3,5-dimethoxyphenyl)-4,5,6,7-tetrahydro-1H-indazol-3-yl)-4-(4-methylpiperazin-1-yl)phenyl)acrylamide ClC1=C(C(=C(C=C1OC)OC)Cl)C1CCC=2C(=NNC2C1)C1=C(C=CC(=C1)N1CCN(CC1)C)NC(C=C)=O